C(#N)C=1C(=NC=CC1O)C1=CC=C(CNC(C2=C(C=CC(=C2)F)OC)=O)C=C1 N-(4-(3-cyano-4-hydroxypyridin-2-yl)benzyl)-5-fluoro-2-methoxybenzamide